3-(3,4,5-trifluorophenyl)propionitrile FC=1C=C(C=C(C1F)F)CCC#N